2-hydroxy-5-methylbenzaldehyde thiosemicarbazone OC1=C(C=NNC(=S)N)C=C(C=C1)C